4-fluoro-N-(6-fluoro-4-(4-methylpiperazin-1-yl)-3'-(morpholinomethyl)-[1,1'-biphenyl]-3-yl)-3,5-dimethylbenzamide FC1=C(C=C(C(=O)NC=2C=C(C(=CC2N2CCN(CC2)C)F)C2=CC(=CC=C2)CN2CCOCC2)C=C1C)C